FC(C(C(C(C(F)(F)N)(F)F)(F)F)(F)F)(CCC(F)(F)F)F tridecafluorooctylamine